C(C)(C)(C)C=1C=CC=2NC3=CC(=CC=C3OC2C1)C(F)(F)F 3-tert-Butyl-8-trifluoromethylphenoxazine